OC1=CC=C(C=C1)/C=C/C(=O)C1=C(C=C(C=C1)O)O[C@H]1O[C@H]([C@H]([C@@H]([C@@H]1O)O)O)CO (E)-3-(4-Hydroxyphenyl)-1-[4-hydroxy-2-[(2R,3S,4S,5S,6S)-3,4,5-trihydroxy-6-(hydroxymethyl)oxan-2-yl]oxyphenyl]prop-2-en-1-one